3-phenylpropyl ethenesulfonate C(=C)S(=O)(=O)OCCCC1=CC=CC=C1